(3aR,6aR)-5-cyano-N-(2-fluoro-4-(trifluoromethyl)phenyl)hexahydropyrrolo[3,4-b]pyrrole-1(2H)-carboxamide C(#N)N1C[C@@H]2N(CC[C@@H]2C1)C(=O)NC1=C(C=C(C=C1)C(F)(F)F)F